3-(2-hydroxypropyl)butanol OC(CC(CCO)C)C